β-(3,4-dihydroxyphenyl)-L-alanine OC=1C=C(C=CC1O)C[C@H](N)C(=O)O